CN(C(=O)C1=C(C=C(C=C1F)N1CCN(CC1)C1CC2(CN(C2)C(=O)OC(C)(C)C)C1)F)C tert-butyl 6-(4-(4-(dimethylcarbamoyl)-3,5-difluorophenyl)piperazin-1-yl)-2-azaspiro[3.3]heptane-2-carboxylate